ClC1=NC(=NC(=N1)C1=CC=CC2=C1OC1=C2C=CC=C1)C1=CC=CC2=CC=CC=C12 2-chloro-4-(dibenzo[b,d]furan-4-yl)-6-(naphthalen-1-yl)-1,3,5-triazine